N1CC(C1)OC=1C=C(C(=C(C1)C1=C2C(=NC=C1)N=CN2)F)C=2C(=NN(C2C)C)C 7-(5-(azetidin-3-yloxy)-2-fluoro-3-(1,3,5-trimethyl-1H-pyrazol-4-yl)phenyl)-1H-imidazo[4,5-b]pyridine